N1C=C(C2=CC=CC=C12)C1=C2C3(C(N(C2=CC(=C1)C(=O)N)CC1=CSC=C1)=O)CC3 (1H-indol-3-yl)-2'-oxo-1'-(thiophen-3-ylmethyl)spiro[cyclopropane-1,3'-indoline]-6'-carboxamide